N1=CC=C(C2=CC=CC=C12)C=NS(=O)C(C)(C)C N-((quinolin-4-yl)methylene)-2-methylpropane-2-sulfinamide